C(C)N1C(C2=NC(=CC=C2C1)N(C(C#CC)=O)C1=C(C=C(C(=C1)C)I)C1COCC1)=O N-{6-ethyl-7-oxo-5H-pyrrolo[3,4-b]pyridin-2-yl}-N-[4-iodo-5-methyl-2-(oxolan-3-yl)phenyl]but-2-ynamide